N1N=C(N=C1)CN1C(C2=CC=CC=C2C(=C1)[C@H](C)N(C(=O)NC1=CC(=C(C=C1)F)Cl)C)=O (S)-1-(1-(2-((1H-1,2,4-triazol-3-yl)methyl)-1-oxo-1,2-dihydroisoquinolin-4-yl)ethyl)-3-(3-chloro-4-fluorophenyl)-1-methyl-urea